4-{5-[(R)-(1,3-dimethyl-azetidin-3-yl)-hydroxy-(4-isopropyl-phenyl)-methyl]-pyridin-3-yl}-2-(2-methyl-thiazol-4-yl)-but-3-yn-2-ol CN1CC(C1)(C)[C@@](C=1C=C(C=NC1)C#CC(C)(O)C=1N=C(SC1)C)(C1=CC=C(C=C1)C(C)C)O